1-(azetidin-1-yl)-2-(1H-indol-3-yl)ethan-1-one N1(CCC1)C(CC1=CNC2=CC=CC=C12)=O